C1(=CC=CC=C1)N1C2=CC=CC=C2C=2C=C(C=CC12)N (9-phenylcarbazol-3-yl)ammonia